1-(6-chloro-3,4-dihydro-2,7-naphthyridin-2(1H)-yl)propan-1-one ClC=1C=C2CCN(CC2=CN1)C(CC)=O